9-(2'-bromo-[1,1'-biphenyl]-4-yl)-9-(naphthalen-2-yl)-9H-fluorene BrC1=C(C=CC=C1)C1=CC=C(C=C1)C1(C2=CC=CC=C2C=2C=CC=CC12)C1=CC2=CC=CC=C2C=C1